N-(2-(dimethylamino)propyl)-2-(4-(methylcarbamoyl)phenyl)benzo[d]imidazo[2,1-b]thiazole-7-carboxamide CN(C(CNC(=O)C1=CC2=C(N3C(S2)=NC(=C3)C3=CC=C(C=C3)C(NC)=O)C=C1)C)C